Methyl 3-chloro-4-cyano-1-ethylpyrrole-2-carboxylate ClC1=C(N(C=C1C#N)CC)C(=O)OC